ClC=1C=C(C=CC1C(=O)N1CCN(CC1)C(C1CCN(CC1)C)=O)NC(=O)C=1N(C(=CN1)C1=C(C(=C(C=C1)C=1C=NN(C1C)CCOC)F)F)C N-[3-chloro-4-[4-(1-methylisonipecotoyl)piperazine-1-carbonyl]phenyl]-5-[2,3-difluoro-4-[1-(2-methoxyethyl)-5-methyl-pyrazol-4-yl]phenyl]-1-methyl-imidazole-2-carboxamide